tert-butyl (E)-3-(3-(3-amino-2-((4-((2-amino-6-methoxy-4-(methoxycarbonyl)phenyl)amino)but-2-en-1-yl)amino)-5-carbamoylphenoxy)prop-1-yn-1-yl)azetidine-1-carboxylate NC=1C(=C(OCC#CC2CN(C2)C(=O)OC(C)(C)C)C=C(C1)C(N)=O)NC\C=C\CNC1=C(C=C(C=C1OC)C(=O)OC)N